1,1,4,4-tetramethyl-1,4-disila-5-oxacyclopentane C[Si]1(CC[Si](O1)(C)C)C